1-(4,4-difluorocyclohexyl)-N,5-dimethyl-N-pyridazin-4-yl-pyrazole-4-carboxamide FC1(CCC(CC1)N1N=CC(=C1C)C(=O)N(C1=CN=NC=C1)C)F